NC=1C=C(N(N1)CC1=CC=C(C=C1)OC)C(=O)OC Methyl 5-amino-2-[(4-methoxyphenyl)-methyl]pyrazole-3-carboxylate